C(#N)N1C[C@@H](CC1)NC(=O)C1=NOC(=C1)C1=CC=NC=C1 (R)-N-(1-cyanopyrrolidin-3-yl)-5-(pyridin-4-yl)isoxazole-3-carboxamide